8-(5-(5-((R)-1-(3,5-Dichloropyridin-4-yl)ethoxy)-1-(tetrahydro-2H-pyran-2-yl)-1H-indazol-3-yl)pyridin-2-yl)-1-oxa-8-azaspiro[4.5]decane ClC=1C=NC=C(C1[C@@H](C)OC=1C=C2C(=NN(C2=CC1)C1OCCCC1)C=1C=CC(=NC1)N1CCC2(CCCO2)CC1)Cl